C(C)(C)(C)OC(=O)C=1C(=NOC1)C 3-methylisoxazole-4-carboxylic acid tert-butyl ester